S1C2=C(C=C1)SC=C2 Thieno[3,2-b]thiophene